(E)-N-(4-(1-(4-(4-(5-((2-(2,6-dioxopiperidin-3-yl)-1-oxoisoindoline-4-yl)amino)pentanoyl)piperazin-1-yl)benzoyl)piperidin-4-yl)butyl)-3-(pyridin-3-yl)acrylamide O=C1NC(CCC1N1C(C2=CC=CC(=C2C1)NCCCCC(=O)N1CCN(CC1)C1=CC=C(C(=O)N2CCC(CC2)CCCCNC(\C=C\C=2C=NC=CC2)=O)C=C1)=O)=O